[7-[6-(5-methyl-1,3,4-oxadiazol-2-yl)-3-pyridyl]pyrazolo[1,5-a]pyridin-3-yl]-(1-piperidyl)methanone CC1=NN=C(O1)C1=CC=C(C=N1)C1=CC=CC=2N1N=CC2C(=O)N2CCCCC2